CC(CO)CCCCC 2-methyl-heptyl alcohol